C(C1=CC=CC=C1)C(C(C)CC1=CC=CC=C1)C dibenzylbutan